NCCCN(CC1=NC=CC=C1)CCCN N,N-di(3-aminopropyl)-2-pyridinemethylamine